N-((3s,5s,7s)-adamantan-1-yl)-2-(2-(5-(4-chlorophenyl)-1-(2,4-dichlorophenyl)-4-methyl-1H-pyrazole-3-carbonyl)hydrazinyl)acetamide C12(CC3CC(CC(C1)C3)C2)NC(CNNC(=O)C2=NN(C(=C2C)C2=CC=C(C=C2)Cl)C2=C(C=C(C=C2)Cl)Cl)=O